Cl.ClC1=CC(=CC2=C1N(C(=N2)N)C)CC=2C=NC=CC2 7-chloro-1-methyl-5-(3-pyridylmethyl)benzimidazol-2-amine hydrochloride